O1C(OCC1)C=1C=CC(=NC1)NC=1C(=C(N=NC1)C(=O)NC([2H])([2H])[2H])NC1=NC=CC=C1S(=O)(=O)C ((5-(1,3-dioxolan-2-yl)pyridin-2-yl)amino)-N-(methyl-d3)-4-((3-(methylsulfonyl)pyridin-2-yl)amino)pyridazine-3-carboxamide